C(C)(C)(C)OC(NCC1=CC=C(C=C1)NC(C1=C(C=C(C(=C1)C)C(NC1=CC=C(C=C1)Br)=O)C)=O)=O {4-[4-(4-bromo-phenylcarbamoyl)-2,5-dimethyl-benzoylamino]-benzyl}-carbamic acid tert-butyl ester